benzyltrimethylammonium carboxydifluoromethanesulfonate C(=O)(O)C(S(=O)(=O)[O-])(F)F.C(C1=CC=CC=C1)[N+](C)(C)C